(R)-1-((S)-3-(4-(5-(2,3-Dihydro-1H-inden-4-yl)-6-methoxy-1H-pyrazolo[4,3-b]pyridin-3-yl)-1H-pyrazol-1-yl)pyrrolidin-1-yl)-2-hydroxypropan-1-one C1CCC2=C(C=CC=C12)C1=C(C=C2C(=N1)C(=NN2)C=2C=NN(C2)[C@@H]2CN(CC2)C([C@@H](C)O)=O)OC